2-carboxy-7-(naphthalen-1-yloxy)-1,2,3,4-tetrahydronaphthalen C(=O)(O)C1CC2=CC(=CC=C2CC1)OC1=CC=CC2=CC=CC=C12